C1(CC1)OC(C1=CC=CC=C1)C1C2(CC2)CN(C(N1)=O)C1CCN(CC1)C 4-(cyclopropoxybenzyl)-7-(1-methylpiperidin-4-yl)-5,7-diazaspiro[2.5]octan-6-one